(7-(benzo[d][1,3]dioxol-5-yloxy)-2-methylbenzofuran-3-yl)-N-methyl-methylamine O1COC2=C1C=CC(=C2)OC2=CC=CC=1C(=C(OC12)C)N(C)C